(6S)-N-[(3S)-9-fluoro-2-oxo-5-phenyl-1,3-dihydro-1,4-benzodiazepine-3-yl]-2-(2-fluorophenyl)-6-methyl-6,7-dihydro-5H-pyrazolo[5,1-b][1,3]Oxazine-3-carboxamide FC1=CC=CC=2C(=N[C@@H](C(NC21)=O)NC(=O)C=2C(=NN1C2OC[C@H](C1)C)C1=C(C=CC=C1)F)C1=CC=CC=C1